C(CCCCCCC\C=C/C\C=C/CCCCC)CC(CN1CCOCC1)CCCCCCCC\C=C/C\C=C/CCCCC 1,2-dilinoleyl-3-morpholinopropane